CC(CO)CC 2,3-dimethylpropanol